C(CCC\C=C/CC)OC(CCC(=O)OCCCN(C(CCN(CC)CC)=O)C(CCCCCCCCC(=O)OCC(CCCCCC)CCCC)C(=O)NCCCCCCCC)OCCCC\C=C/CC 2-butyloctyl 10-(N-(3-((4,4-bis(((Z)-oct-5-en-1-yl) oxy) butanoyl) oxy) propyl)-3-(diethylamino) propanamido)-11-(octylamino)-11-oxoundecanoate